COC1=CC=C(C=C1)N(C(NCC1CCC(CC1)COCC(=O)O)=O)C1=CC=CC=C1 2-((4-((3-(4-methoxyphenyl)-3-phenylureido)methyl)cyclohexyl)methoxy)acetic acid